methyl ((S)-1-((1S,3aR,6aS)-1-(((S)-1-(ethylamino)-6,6-difluoro-1,2-dioxoheptan-3-yl)carbamoyl)hexahydrocyclopenta[c]pyrrol-2(1H)-yl)-3,3-dimethyl-1-oxobutan-2-yl)carbamate C(C)NC(C([C@H](CCC(C)(F)F)NC(=O)[C@H]1N(C[C@H]2[C@@H]1CCC2)C([C@H](C(C)(C)C)NC(OC)=O)=O)=O)=O